cis-2-hexenoate C(\C=C/CCC)(=O)[O-]